C1(=CC=CC=C1)C1=NC=CC=C1 Phenyl-pyridin